(R)-8-cyclopentyl-2-{[1-(cyclopropylsulfonyl)-6-methoxyindol-5-yl]amino}-7-ethyl-5-methyl-7,8-dihydropterin C1(CCCC1)N1C(CN(C=2C(N[C@](NC12)(N)NC=1C=C2C=CN(C2=CC1OC)S(=O)(=O)C1CC1)=O)C)CC